3-[(4-hexyloxy)-1,2,5-thiadiazol-3-yl]-1,2,5,6-tetrahydro-1-methylpyridine CCCC(CC)OC=1C(=NSN1)C=1CN(CCC1)C